C1(=CC(=CC(=C1)C1=CC=CC=C1C(=O)O)C1=CC=CC=C1C(=O)O)C1=CC=CC=C1C(=O)O.ClC1=CC(=C(C=N1)C=1N=CC(=NC1)C(C)(C)O)NC1CCC(CC1)CO 2-(5-(6-chloro-4-(((1s,4s)-4-(hydroxymethyl)cyclohexyl)amino)pyridin-3-yl)pyrazin-2-yl)propan-2-ol 1,3,5-benzenetribenzoate